tert-butyl N-tert-butoxy-carbonylcarbamate C(C)(C)(C)OC(=O)NC(OC(C)(C)C)=O